N1[C@H](COCC1)C(=O)N[C@@H](C)C1=CC=C(C(=O)OC)C=C1 methyl 4-((S)-1-((R)-morpholine-3-carboxamido)ethyl)benzoate